(2S)-benzyl 5-allyl-1-((S)-2-(tert-butoxycarbonylamino)pent-4-enoyl)pyrrolidine-2-carboxylate C(C=C)C1CC[C@H](N1C([C@H](CC=C)NC(=O)OC(C)(C)C)=O)C(=O)OCC1=CC=CC=C1